ethyl (3S,3aS,6aR)-2-[(2S)-2-amino-3-methyl-butanoyl]-3,3a,4,5,6,6a-hexahydro-1H-cyclopenta[c]pyrrole-3-carboxylate N[C@H](C(=O)N1C[C@H]2[C@@H]([C@H]1C(=O)OCC)CCC2)C(C)C